di-tridecylphosphite C(CCCCCCCCCCCC)OP(OCCCCCCCCCCCCC)[O-]